C(C)(C)(C)OC(=O)N1CCN(CC1)C1=NC(=CC(=N1)Cl)C(F)(F)F 4-(4-chloro-6-(trifluoromethyl)pyrimidin-2-yl)piperazine-1-carboxylic acid tert-butyl ester